C(C)C1=C(C=2C(=NC=C(C2)C=2C(=NN(C2)C2CCNCC2)F)N1S(=O)(=O)C1=CC=C(C)C=C1)C1=CC(=CC=C1)F 2-ethyl-5-(3-fluoro-1-(piperidin-4-yl)-1H-pyrazol-4-yl)-3-(3-fluorophenyl)-1-tosyl-1H-pyrrolo[2,3-b]pyridine